N-(1,2,3,3a,4,8b-hexahydrocyclopenta[b]indol-6-yl)-4-((2-hydroxyethyl)sulfonamido)-2-(6-azaspiro[2.5]octan-6-yl)benzamide C1CCC2NC=3C=C(C=CC3C21)NC(C2=C(C=C(C=C2)NS(=O)(=O)CCO)N2CCC1(CC1)CC2)=O